N-(2-(5-fluoro-4-methoxy-1H-indol-3-yl)ethyl)-N-methylpropan-2-amine FC=1C(=C2C(=CNC2=CC1)CCN(C(C)C)C)OC